IN(CCC1=CNC=2C=CC=C(C12)O)C 3-[2-[Iodo(methyl)amino]ethyl]-1H-indol-4-ol